heptadecane-1,3-diol C(CC(CCCCCCCCCCCCCC)O)O